(3-(2-oxo-2,3-dihydro-1H-benzo[d]imidazol-1-yl)propyl)-2-(4-(trifluoromethyl)phenyl)acetamide O=C1NC2=C(N1CCCC(C(=O)N)C1=CC=C(C=C1)C(F)(F)F)C=CC=C2